C(C)C=1N=C2N(C=CC=C2)C1C(=O)C=1C=CC(=C(C#N)C1)OC 5-(2-ethylimidazo[1,2-a]pyridine-3-carbonyl)-2-methoxybenzonitrile